BrC1=C(C(=CC2=C1[C@H]([C@@](O2)(C2=NC=CC=C2)CN)C)F)Cl ((2S,3R)-4-Bromo-5-chloro-6-fluoro-3-methyl-2-(pyridin-2-yl)-2,3-dihydrobenzofuran-2-yl)methanamine